methyl (3-(3,7-dimethylocta-2,6-dien-1-yl)-2,4-dihydroxy-6-pentylbenzyl)(methyl)carbamate CC(=CCC=1C(=C(CN(C(OC)=O)C)C(=CC1O)CCCCC)O)CCC=C(C)C